C1(=CC=CC=C1)C(=O)CC1=CC=CC=C1 DEOXYBENZOIN